C(#N)C(C)(C)C1=CC(=NC=C1)C(=O)NC1=C(C=C(C(=C1)C=1C=NC2=CC(=NC=C2C1)N(C)CC1=CC=C(C=C1)OC)C)F 4-(2-cyanoprop-2-yl)-N-(2-fluoro-5-(7-((4-methoxybenzyl)(methyl)amino)-1,6-naphthyridin-3-yl)-4-methylphenyl)picolinamide